COC1=CC=CC=2N(C(=NC21)C)CC2=CC=C(C=C2)B(O)O 4-((4-methoxy-2-methyl-1,3-benzodiazol-1-yl)methyl)phenylboronic acid